2-ETHOXY-2-METHYLPROPANOIC ACID C(C)OC(C(=O)O)(C)C